FCC=1C(=NC(=NC1C(C)C)N(S(=O)(=O)C)C)C1=CC=C(C=C1)F N-(5-(fluoromethyl)-4-(4-fluorophenyl)-6-isopropylpyrimidin-2-yl)-N-methylmethanesulfonamide